3-(Sa)-(2-chloro-3-methylphenyl)-6-hydroxy-2-methylpyrimidin-4(3H)-one ClC1=C(C=CC=C1C)N1C(=NC(=CC1=O)O)C